4-(3-bromo-4-fluorobenzyl)-benzoic acid BrC=1C=C(CC2=CC=C(C(=O)O)C=C2)C=CC1F